1-(4-((1-cyclobutylpiperidin-4-yl)oxy)phenyl)-3-(2-morpholinoethyl)thiourea C1(CCC1)N1CCC(CC1)OC1=CC=C(C=C1)NC(=S)NCCN1CCOCC1